OCOC(C=CC1=CC=C(C=C1)C(C1=CC=CC=C1)=O)=O 4-benzoyl-cinnamic acid hydroxymethyl ester